ClC1=NC=C2C=CC(=NC2=C1)C(=O)C1CCNCC1 7-chloro-2-(piperidine-4-carbonyl)-1,6-naphthyridine